2-bromo-N-(5-bromo-3-fluoro-1H-indol-7-yl)propionamide Vanadium-arsenic [As].[V].BrC(C(=O)NC=1C=C(C=C2C(=CNC12)F)Br)C